CC(CN1N=CC(=C1)C=1C=CC(=NC1C1=CC=C2C=C(N=NC2=C1)OC)C#N)(C)C 5-[1-(2,2-Dimethylpropyl)-1H-pyrazol-4-yl]-6-(3-methoxycinnolin-7-yl)pyridin-2-carbonitril